BrC1=C(C(=CC(=C1)F)C(C)C)CC(=O)N=S(=O)(C1=CN=C(S1)C(C)(C)O)NC(OC(C)(C)C)=O tert-butyl (N-(2-(2-bromo-4-fluoro-6-isopropylphenyl)acetyl)-2-(2-hydroxypropan-2-yl) thiazole-5-sulfonimidoyl)carbamate